C(C)(C)(C)C1=CC=C(COC2=CC=C(C=C2)C2=NOC(=C2)[C@@H]([C@@](CN2N=CN=C2)(O)C2=C(C=C(C=C2)F)F)C)C=C1 (2R,3R)-3-(3-(4-(4-tert-butylbenzyloxy)phenyl)isoxazol-5-yl)-2-(2,4-difluorophenyl)-1-(1H-1,2,4-triazol-1-yl)butan-2-ol